C(#N)C1(CC1)NS(=O)(=O)C=1C=C(C=2N(C1)C(=CN2)C=2SC(=NN2)C(F)F)N2C[C@@H](OC[C@@H]2CC)CO N-(1-cyanocyclopropyl)-3-(5-(difluoromethyl)-1,3,4-thiadiazol-2-yl)-8-((2R,5S)-5-ethyl-2-(hydroxymethyl)morpholino)imidazo[1,2-a]pyridine-6-sulfonamide